1-dodecanoyl-2-(9Z-octadecenoyl)-sn-glycero-3-phosphocholine CCCCCCCCCCCC(=O)OC[C@H](COP(=O)([O-])OCC[N+](C)(C)C)OC(=O)CCCCCCC/C=C\CCCCCCCC